Cl.NCC1N(CCCC1)C=O (2-(aminomethyl)piperidin-1-yl)methanone hydrochloride